fluorovinyl acrylate C(C=C)(=O)OC=CF